N1(CCC1)CCCNC1=C(COC2=C3C=NN(C3=CC=C2)S(=O)(=O)NC2=NC=NS2)C=CC(=C1)Cl 4-((2-((3-(azetidin-1-yl)propyl)amino)-4-chlorobenzyl)oxy)-N-(1,2,4-thiadiazol-5-yl)-1H-indazole-1-sulfonamide